[NH+]1=CC=CC=C1.O1C=NN=C1 1,3,4-oxadiazole pyridinium salt